BrC1=CC=C(C=C1)C=1C(=NC2(N1)CCN(CC2)CCC)SCC(=O)NC=2C=NC1=CC=CC=C1C2 2-((3-(4-bromophenyl)-8-propyl-1,4,8-triazaspiro[4.5]deca-1,3-dien-2-yl)thio)-N-(quinolin-3-yl)acetamide